C(C1=CC=CC=C1)OC([C@@H](NC(=O)OCC1=CC=CC=C1)CCO)=O ((benzyloxy)carbonyl)-L-homoserine benzyl ester